1,1,2-trimethyl-1H-benzo[e]indole-7-sulfonic acid potassium salt [K+].CC1(C(=NC=2C=CC3=C(C12)C=CC(=C3)S(=O)(=O)[O-])C)C